C(CCCCCCCCCCC)(=O)[O-].C(CCCCCCCCCCC)(=O)[O-].C[Si+2]C dimethyl-silicon dilaurate